N1=CN=CC(=C1)C=1C=C2C=CC(=CC2=CC1)O 6-(pyrimidin-5-yl)naphthalen-2-ol